BrC=1C=C(C(=NC1)N)NCC1(CC1)CF 5-bromo-N3-[[1-(fluoromethyl)cyclopropyl]methyl]pyridine-2,3-diamine